C(CCC\C=C/C\C=C/C\C=C/C\C=C/C\C=C/CC)OC(C(=O)NCCNC(OC(C)(C)C)=O)CC Tert-butyl (2-(2-((5Z,8Z,11Z,14Z,17Z)-icosa-5,8,11,14,17-pentaen-1-yloxy)butanamido)ethyl)carbamate